COC=1N=NC(=CC1)C1=CC=C(C=C1)OC 3-methoxy-6-(4-methoxy-phenyl)-pyridazine